4,5-dimethoxy-1-methylaminomethyl-benzocyclobutane hydrochloride Cl.COC1=CC2=C(C(C2)CNC)C=C1OC